NC1=C(C=C(C=N1)C=1C(=NC=CC1)F)C(=O)N[C@@H]1[C@H](CCC1)OCC1=CC=C(C=C1)C1=CC=2CCC[C@@H](C2C=C1)N1CCN(CC1)C 6-amino-2'-fluoro-N-[(1S,2S)-2-({4-[(5S)-5-(4-methylpiperazin-1-yl)-5,6,7,8-tetrahydronaphthalen-2-yl]phenyl}methoxy)cyclopentyl][3,3'-bipyridine]-5-carboxamide